4-fluoro-2,1,3-benzoxadiazole FC1=CC=CC2=NON=C21